(fluoro(2-(((3S,6S,9aS)-3-(4-(4-fluoro-1H-pyrazol-3-yl)piperidine-1-carbonyl)-5-oxooctahydro-1H-pyrrolo[1,2-a]azepin-6-yl)carbamoyl)benzo[b]thiophen-5-yl)methyl)phosphonic acid FC(C1=CC2=C(SC(=C2)C(N[C@H]2CCC[C@@H]3N(C2=O)[C@@H](CC3)C(=O)N3CCC(CC3)C3=NNC=C3F)=O)C=C1)P(O)(O)=O